FC1=CC(=C(C=N1)N1CCC(CC1)C1=CC=2C(=NC=CN2)N(C1=O)CC1=C(C=CC=C1)C(F)(F)F)C 7-(1-(6-Fluoro-4-methylpyridin-3-yl)piperidin-4-yl)-5-(2-(trifluoromethyl)benzyl)pyrido-[2,3-b]pyrazin-6(5H)-one